Sodium bis(2-hydroxyethyl) 5-sulfoisophthalate S(=O)(=O)(O)C=1C=C(C=C(C(=O)OCCO)C1)C(=O)OCCO.[Na]